Cyanomethyl 4-[(tert-butyldimethylsilyl)oxy]benzoate [Si](C)(C)(C(C)(C)C)OC1=CC=C(C(=O)OCC#N)C=C1